C(/C1=CC=CC=C1)=C/1\N(C(C2=CC=CC=C12)=O)CC1=CC2=C(NC(O2)=O)C=C1 (E)-6-((1-benzylidene-3-oxoisoindolin-2-yl)methyl)benzo[d]oxazol-2(3H)-one